NC1=C(N=C(S1)N1CCS(CC1)(=O)=O)C(=O)NCC1=C(C=CC=C1)C(F)(F)F 5-amino-2-(1,1-dioxidothiomorpholino)-N-(2-(trifluoromethyl)benzyl)thiazole-4-carboxamide